tert-butyl N-(2-hydroxypent-4-en-1-yl)-N-methylcarbamate OC(CN(C(OC(C)(C)C)=O)C)CC=C